COC=1C=C(C=CC1NC=1N=C(C2=C(N1)NC=C2C(F)(F)F)NC2CCOCC2)P(C)(C)=O (3-methoxy-4-((4-((tetrahydro-2H-pyran-4-yl)amino)-5-(trifluoromethyl)-7H-pyrrolo[2,3-d]pyrimidin-2-yl)amino)phenyl)dimethyl-phosphine oxide